tri(dimethylamino)cyclopentadienyl-hafnium CN(C)[Hf](C1C=CC=C1)(N(C)C)N(C)C